difluorobis(trifluoromethyl)silane F[Si](C(F)(F)F)(C(F)(F)F)F